4-(2-((R)-3-((R or S)-2-(trifluoromethyl)oxetan-2-yl)-1-((6-(trifluoromethyl)pyridazin-3-yl)methyl)pyrrolidin-3-yl)ethyl)benzonitrile FC([C@]1(OCC1)[C@]1(CN(CC1)CC=1N=NC(=CC1)C(F)(F)F)CCC1=CC=C(C#N)C=C1)(F)F |o1:2|